C1=C(C=CC2=CC=CC=C12)C#CC1=C(C=CC=C1)NC=1C(C2=CC=CC=C2C(C1)=O)=O 2-((2-(naphthalene-2-ylethynyl)phenyl)amino)naphthalene-1,4-dione